CN(C1=CC=C(C=C1)C1=NN2C(NC=3C=CC=CC3C2=N1)=S)C 2-[4-(Dimethylamino)phenyl][1,2,4]triazolo[1,5-c]quinazolin-5(6H)-thione